4-(2-(benzamido(carboxy)methyl)-4-chlorophenyl)butanoic acid C(C1=CC=CC=C1)(=O)NC(C1=C(C=CC(=C1)Cl)CCCC(=O)O)C(=O)O